ClC1=C(C=C(C=C1)NC1=NC=C(C(=N1)NC=1C=CC2=C(NC(O2)=O)C1)C)C(F)(F)F 5-[2-(4-Chloro-3-trifluoromethyl-phenylamino)-5-methyl-pyrimidin-4-ylamino]-3H-benzooxazol-2-one